(Z)-3-(4-Hydroxy-3-methoxyphenyl)-1-(2-hydroxyphenyl)prop-2-en-1-one OC1=C(C=C(C=C1)\C=C/C(=O)C1=C(C=CC=C1)O)OC